NC=1C2=C(N=CN1)N(C=C2C)[C@H]2C=C([C@H]([C@H]2O)O)CCC=2C=C(C(=C1CCNCC21)F)C(F)F |&1:11| (1S,2R,SR)-5-(4-amino-5-methyl-7H-pyrrolo[2,3-d]pyrimidin-7-yl)-3-(2-(6-(difluoromethyl)-5-fluoro-1,2,3,4-tetrahydroisoquinolin-8-yl)ethyl)cyclopent-3-ene-1,2-diol